tert-butyl (5-(2-morpholinoacetyl)thiazol-2-yl)carbamate O1CCN(CC1)CC(=O)C1=CN=C(S1)NC(OC(C)(C)C)=O